(+/-)-N5-cyclopropyl-N7-methyl-3-phenyl-2,3-dihydrobenzofuran-5,7-dicarboxamide C1(CC1)NC(=O)C=1C=C(C2=C([C@H](CO2)C2=CC=CC=C2)C1)C(=O)NC |r|